COC(CCCCCCCC=CCC(CCCCCC)OC1=C(C=CC=C1)OCC)=O 12-(2-ethoxyphenoxy)octadec-9-enoic acid methyl ester